NC1=C2C=NC(=NC2=CC(=C1)N1C(OC[C@H]1C)=O)NC1=CC=C(C=C1)S(=O)(=O)C (R)-3-(5-amino-2-((4-(methyl-sulfonyl)phenyl)amino)quinazolin-7-yl)-4-methyloxazolidin-2-one